COCCCCCN1CN(CN(C1)CCCCCOC)CCCCCOC 1,3,5-tri(5-methoxypentyl)-hexahydro-1,3,5-triazine